N-cyclopropyl-2-[3-[(trans)-2-[6-(pyrrolidin-1-ylmethyl)-2-pyridinyl]vinyl]-1-tetrahydropyran-2-ylindazol-6-yl]sulfanyl-benzamide C1(CC1)NC(C1=C(C=CC=C1)SC1=CC=C2C(=NN(C2=C1)C1OCCCC1)\C=C\C1=NC(=CC=C1)CN1CCCC1)=O